C(CCC(=O)O)(=O)O.C(CCC(=O)O)(=O)O.ClC=1C=CC(=C(CN2C[C@@H](CCC2)CN)C1)OCC1CC1 (S)-(1-(5-chloro-2-(cyclopropylmethoxy)benzyl)piperidin-3-yl)methanamine disuccinate